CC1=CC=C(C=C1)S(=O)(=O)[O-].[Fe+3].CC1=CC=C(C=C1)S(=O)(=O)[O-].CC1=CC=C(C=C1)S(=O)(=O)[O-] iron (III) para-toluenesulfonate